BrC1=C2C=CC=NC2=C(C=C1)C1=C(C=CC(=C1)C)S(=O)(=O)N (5-bromoquinolin-8-yl)-4-methylbenzenesulfonamide